C(C)C1=CC=C(C=C([C@H]([C@H]([C@@H]([C@H](C(O)=CC2=CC=C(C=C2)CC)O)O)O)O)O)C=C1 Di(p-ethylbenzylidene)sorbitol